3-amino-1-[2-(2-ethoxypyridin-3-yl)-1'-[2-(trifluoromethyl)phenyl]spiro[6,8-dihydro-1,7-naphthyridine-5,4'-piperidine]-7-yl]propan-1-one NCCC(=O)N1CC2(CCN(CC2)C2=C(C=CC=C2)C(F)(F)F)C=2C=CC(=NC2C1)C=1C(=NC=CC1)OCC